N-[(1R)-5-(5-ethyl-1,2,4-oxadiazol-3-yl)-7-hydroxy-2,3-dihydro-1H-inden-1-yl]-1-methyl-1H-pyrazole-4-carboxamide C(C)C1=NC(=NO1)C=1C=C2CC[C@H](C2=C(C1)O)NC(=O)C=1C=NN(C1)C